(S)-2-((4-(6-((4-cyano-2-(difluoromethoxy)benzyl)oxy)pyridin-2-yl)-5,6-Dihydro-1,2,4-triazine-1(4H)-yl)methyl)-4-fluoro-1-(oxetan-2-ylmethyl)-1H-benzo[d]imidazole-6-carboxylic acid C(#N)C1=CC(=C(COC2=CC=CC(=N2)N2C=NN(CC2)CC2=NC3=C(N2C[C@H]2OCC2)C=C(C=C3F)C(=O)O)C=C1)OC(F)F